3,6-difluoro-7-hydroxyacenaphthylen-1(2H)-one FC1=C2CC(C=3C=C(C(=C(C=C1)C32)F)O)=O